5-(3-isopropyl-5-(piperidin-4-yl)-1H-pyrrolo[3,2-b]Pyridin-2-yl)-1-methylpyridin-2(1H)-one C(C)(C)C1=C(NC=2C1=NC(=CC2)C2CCNCC2)C=2C=CC(N(C2)C)=O